(6-chloro-4-(hydroxymethyl)-1H-pyrrolo[2,3-B]pyridin-1-yl)acetonitrile ClC1=CC(=C2C(=N1)N(C=C2)CC#N)CO